ClC1=C(C[N@@+](CCOC(\C=C\C2=CC=C(C=C2)F)=O)(CCO)[O-])C(=CC=C1)F (S,E)-N-(2-Chloro-6-fluorobenzyl)-2-((3-(4-fluorophenyl)acryloyl)oxy)-N-(2-hydroxyethyl)ethan-1-amine oxide